4-(((1S)-1-(4-chloro-1-oxo-2-phenyl-8-(3a,4,7,7a-tetrahydro-1H-isoindol-2(3H)-yl)-1,2-dihydroisoquinolin-3-yl)ethyl)amino)pyrido[2,3-d]pyrimidin-5(8H)-one ClC1=C(N(C(C2=C(C=CC=C12)N1CC2CC=CCC2C1)=O)C1=CC=CC=C1)[C@H](C)NC=1C2=C(N=CN1)NC=CC2=O